C1(=CC=CC=C1)C1CCC=2N1N=C(N2)C(=O)C2(CC2)CN2N=CC=C2 (5-phenyl-6,7-dihydro-5H-pyrrolo[1,2-b][1,2,4]triazol-2-yl)-[1-(pyrazol-1-ylmethyl)cyclopropyl]methanone